3'-((6-((1-Acryloylazetidin-3-yl)oxy)-7-methoxyquinazolin-4-yl)amino)-3-fluoro-4'-methoxy-[1,1'-biphenyl]-4-carbonitrile C(C=C)(=O)N1CC(C1)OC=1C=C2C(=NC=NC2=CC1OC)NC=1C=C(C=CC1OC)C1=CC(=C(C=C1)C#N)F